methyl 3-(4-(3,4-difluoro-2-(trifluoromethyl) phenyl) piperidine-1-carbonyl)-4,6-dihydropyrrolo[3,4-c]pyrazole-5(1H)-carboxylate FC=1C(=C(C=CC1F)C1CCN(CC1)C(=O)C=1C2=C(NN1)CN(C2)C(=O)OC)C(F)(F)F